C(CCC)(=O)O[C@H]1[C@H](N(C[C@@H]1OC(=O)OC(C)(C)C)C(=O)OC(C)(C)C)CC1=CC=C(C=C1)OC tert-butyl (2R,3S,4S)-3-(butanoyloxy)-4-[(tert-butoxycarbonyl)oxy]-2-[(4-methoxyphenyl)methyl]pyrrolidine-1-carboxylate